2-diphenylphosphino-2'-hydroxybiphenyl C1(=CC=CC=C1)P(C1=C(C=CC=C1)C1=C(C=CC=C1)O)C1=CC=CC=C1